C(C)(CC)C1C(NC2=C(CN1C(=O)NCC(=O)N1[C@@H](CCC1)C(=O)O)C=CC=C2)=O (3-(sec-butyl)-2-oxo-2,3,4,5-tetrahydro-1H-benzo[1,4]diazepine-4-carbonyl)glycyl-proline